OC[C@H](C[C@H]1C(NCC1)=O)NC([C@H](CC1(CC1)C)NC(OC(C(F)(F)C1=CC(=CC=C1)Cl)C1=CC=CC=C1)=O)=O 2-(3-chlorophenyl)-2,2-difluoro-1-phenylethyl ((S)-1-(((S)-1-hydroxy-3-((S)-2-oxopyrrolidin-3-yl)propan-2-yl)amino)-3-(1-methylcyclopropyl)-1-oxopropan-2-yl)carbamate